10-(((1H-Imidazol-5-yl)methyl)amino)-7,8-dichloro-1,6-dimethyl-3,4,5,6-tetrahydroazepino[4,5-b]indol-2(1H)-one N1C=NC=C1CNC=1C=2C3=C(N(C2C(=C(C1)Cl)Cl)C)CCNC(C3C)=O